C(#CC)C1=C2N=CC(NC2=CC=C1)=O 5-(prop-1-yn-1-yl)quinoxalin-2(1H)-one